BrC1=CC2=C(OCCN(S2(=O)=O)C)C=C1 8-bromo-2-methyl-3,4-dihydro-5,1λ6,2-benzoxathiazepine 1,1-dioxide